OC1=CC=C(C=C1)/C(=C(/CC)\C1=CC=CC=C1)/C1=CC=C(OCCN2CCN(CC2)C(=O)N2CCC(CC2)N2CCN(CC2)C=2C=C3CN(C(C3=CC2)=O)C2C(NC(CC2)=O)=O)C=C1 (E)-3-(5-(4-(1-(4-(2-(4-(1-(4-hydroxyphenyl)-2-phenylbut-1-en-1-yl)phenoxy)ethyl)piperazine-1-carbonyl)piperidin-4-yl)piperazin-1-yl)-1-oxoisoindolin-2-yl)piperidine-2,6-dione